OC=1C=C(C=CC1)C1=CC=C(S1)C(=O)NC1=CC=CC=C1 5-(3-hydroxyphenyl)-N-phenylthiophene-2-carboxamide